ICCC/C=C/CCCCCC(OCCCCCCCC)OCCCCCCCC (7E)-11-iodo-1,1-dioctyloxy-7-undecene